(2R,5S)-3-(4-amino-3-nitrophenylethyl)-2-(1-(4-bromophenyl)-3-(4-fluorophenyl)-1H-pyrazol-4-yl)-5-methyloxazolidin-4-one NC1=C(C=C(C=C1)CCN1[C@H](O[C@H](C1=O)C)C=1C(=NN(C1)C1=CC=C(C=C1)Br)C1=CC=C(C=C1)F)[N+](=O)[O-]